FC(CN)(C)F 2,2-difluoro-propan-1-amine